(R)-5-fluoro-N-isopropyl-2-(pyrimidin-5-yloxy)-N-(tetrahydrofuran-3-yl)benzamide FC=1C=CC(=C(C(=O)N([C@H]2COCC2)C(C)C)C1)OC=1C=NC=NC1